O=C1NC(CCC1N1C(C2=CC=CC(=C2C1)SCCCCN1CN(CC1)C=1C=CC(=NC1)C(=O)N1CCC(CC1)CCCCNC(\C=C\C1=NC(=CN=C1)C)=O)=O)=O (E)-N-(4-(1-(5-(3-(4-((2-(2,6-dioxopiperidin-3-yl)-1-oxoisoindoline-4-yl)thio)butyl)imidazolidin-1-yl)2-pyridineformyl)piperidin-4-yl)butyl)-3-(6-methylpyrazin-2-yl)acrylamide